(1R,3S)-3-(3-(3-(3-hydroxy-5-methoxy-2-((E)-((2-methoxyethyl)imino)methyl)phenyl)propanamido)-1H-pyrazol-5-yl)cyclopentyl isopropylcarbamate C(C)(C)NC(O[C@H]1C[C@H](CC1)C1=CC(=NN1)NC(CCC1=C(C(=CC(=C1)OC)O)/C=N/CCOC)=O)=O